ClC=1C(=CC(=NC1)N1CC(C1)OC)CNC1=NN2C(NC(=CC2=O)CCC)=N1 2-[[5-chloro-2-(3-methoxyazetidin-1-yl)-4-pyridyl]methylamino]-5-propyl-4H-[1,2,4]triazolo[1,5-a]pyrimidin-7-one